3-((3-((9-(5-methoxy-2-(1-methyl-1H-pyrazol-4-yl)-4-nitrophenyl)-3,9-diazaspiro[5.5]undecan-3-yl)methyl)phenyl)amino)piperidine-2,6-dione COC=1C(=CC(=C(C1)N1CCC2(CCN(CC2)CC=2C=C(C=CC2)NC2C(NC(CC2)=O)=O)CC1)C=1C=NN(C1)C)[N+](=O)[O-]